C(CCCCCCCCCCCCCCCCCCCCCCCCCCCCC)(=O)OCCCCCCCCCCCCCCCCCCCCCCCCCCCC n-octacosyl triacontanoate